PEROXYPYRUVIC ACID C(C(=O)C)(=O)OO